C(C)C1(OCCO1)CCCCC\C=N\[S@](=O)C(C)(C)C (R,E)-N-(6-(2-ethyl-1,3-dioxolan-2-yl)hexylidene)-2-methyl-propane-2-sulfinamide